N-(1,3-dioxo-2,3-dihydro-1H-isoindol-5-yl)-methanesulfonamide O=C1NC(C2=CC(=CC=C12)NS(=O)(=O)C)=O